tert-butyl O2-methyl (2S,4R)-4-(4-methylphenoxy)pyrrolidine-1,2-dicarboxylate CC1=CC=C(O[C@@H]2C[C@H](N(C2)C(=O)OC(C)(C)C)C(=O)OC)C=C1